BrC=1C=C(C=2N(C1)N=C(N2)CCN2C(C1(CCC2)CCN(CC1)C(=O)OC(C)(C)C)=O)C tert-butyl 2-[2-(6-bromo-8-methyl-[1,2,4]triazolo[1,5-a]pyridin-2-yl)ethyl]-1-oxo-2,9-diazaspiro[5.5]undecane-9-carboxylate